C(C)N(CCNC(C=C)=O)CC N-(2-(diethylamino)ethyl)acrylamide